NC1=CC(=NC(=C1)C(F)(F)F)C(C)NC1=NN=C(C2=CC=C(C=C12)N1CCOCC1)C N-(1-(4-amino-6-(trifluoromethyl)pyridin-2-yl)ethyl)-4-methyl-7-morpholinophthalazin-1-amine